5-(9H-fluoren-2-yl)-2,3-dihydrothieno[3,4-b][1,4]dioxine C1=C(C=CC=2C3=CC=CC=C3CC12)C=1SC=C2OCCOC21